O=C1NC(CCC1N1CC=2C(=NC=CC2C1=O)C=CCC=1C(=NC=CC1)C(=O)N)=O (3-(2-(2,6-dioxopiperidin-3-yl)-1-oxo-2,3-dihydro-1H-pyrrolo[3,4-c]pyridin-4-yl)allyl)picolinamide